N-(4-methoxybenzyl)-2-naphthylamine COC1=CC=C(C=C1)CNC2=CC3=CC=CC=C3C=C2